(S)-2-(4-(7,7-difluoro-2-(2-methylazetidin-1-yl)-6,7-dihydro-5H-cyclopenta[d]pyrimidin-4-yl)piperazin-1-yl)-1-morpholinoethan-1-one FC1(CCC2=C1N=C(N=C2N2CCN(CC2)CC(=O)N2CCOCC2)N2[C@H](CC2)C)F